CC1C(N=C(O1)C)=O methyl-2-methyl-4-oxo-4,5-dihydro-oxazol